The molecule is a thiosugar that is beta-D-glucopyranose in which the hydroxy group at position 1 is replaced by a sulfanyl group It is a thiol, a monosaccharide derivative and a thiosugar. It derives from a beta-D-glucose. C([C@@H]1[C@H]([C@@H]([C@H]([C@@H](O1)S)O)O)O)O